4-((1R,5R,6R)-6-((tert-butyldimethylsilyl)oxy)-3-azabicyclo[3.2.1]octan-3-yl)-2-chloro-7-(8-ethyl-7-fluoro-3-(methoxymethoxy)naphthalen-1-yl)-8-fluoropyrido[4,3-d]pyrimidine [Si](C)(C)(C(C)(C)C)O[C@H]1[C@H]2CN(C[C@@H](C1)C2)C=2C1=C(N=C(N2)Cl)C(=C(N=C1)C1=CC(=CC2=CC=C(C(=C12)CC)F)OCOC)F